BrC=1C=NC=CC1C(F)F 3-bromo-4-(difluoromethyl)pyridine